BrC=1C(=NN(N1)C)CC=1C(=NC=C(C1)F)O 3-((5-bromo-2-methyl-2H-1,2,3-triazol-4-yl)methyl)-5-fluoropyridin-2-ol